CC(C)(C)[S@@](=O)N=C(C(F)(F)F)C1=CC=C(C=C1)OC(F)(F)F (R)-2-methyl-N-(2,2,2-trifluoro-1-(4-(trifluoromethoxy)phenyl)ethylidene)propane-2-sulfinamide